2-(5,7-dihydroxyl-4-carbonyl-4H-chromen-3-yl)-5-methoxycyclohexa-2,5-diene-1,4-dione OC1=C2C(C(=COC2=CC(=C1)O)C=1C(C=C(C(C1)=O)OC)=O)=C=O